2,4,6-trimethyl-2,4,6-trivinyl-cyclotrisiloxane 3-bicyclo[2.2.1]hept-5-en-2-yl-3-hydroxypropionate C12C(CC(C=C1)C2)C(CC(=O)O)O.C[Si]2(O[Si](O[Si](O2)(C=C)C)(C=C)C)C=C